O(C1=CC=CC=C1)C=1C=C(CCl)C=CC1 m-phenoxybenzyl chloride